BrC1=CC=C(C=2N1N=C(C2Cl)OC)N2C[C@@H](N([C@H](C2)C)C(=O)OC(C)(C)C)C tert-butyl (2S,6S)-4-(7-bromo-3-chloro-2-methoxy-pyrazolo[1,5-a]pyridin-4-yl)-2,6-dimethyl-piperazine-1-carboxylate